CN1CC(N(CC1)C(=O)C1=C(C=C(C=C1)NC(=O)C1CC1)N1CC(CC1)C(F)(F)F)C1=CC=CC=C1 N-[4-(4-methyl-2-phenylpiperazin-1-carbonyl)-3-[3-(trifluoromethyl)pyrrolidin-1-yl]phenyl]cyclopropanecarboxamide